C(CC)C1CC(N(C1)CN1C(=NC2=C1C=CC=C2)CCC)=O 4-propyl-1-[(2-propyl-1H-benzimidazol-1-yl)methyl]pyrrolidin-2-one